N-[4-[(E)-3-(3-Hydroxyphenyl)prop-2-enoyl]phenyl]methanesulfonamide OC=1C=C(C=CC1)/C=C/C(=O)C1=CC=C(C=C1)NS(=O)(=O)C